ClC1=C(C=CC=C1)[C@]1(C(CCCC1)=O)NC (R)-2-(2-chlorophenyl)-2-(methylamino)cyclohexanone